n-tetradecyl-3-(2,2,4,4-tetramethyl-21-oxo-7-oxa-3,20-diazadispiro-[5.1.11.2]henicosan-20-yl)propanoate C(CCCCCCCCCCCCC)OC(CCN1C2(OC3(CC(NC(C3)(C)C)(C)C)C1=O)CCCCCCCCCCC2)=O